NC=1C(=C(C2=CC(=CC=C2C1)Cl)C#N)C(C1=C(C=CC(=C1)F)Cl)=O 3-amino-7-chloro-2-(2-chloro-5-fluorobenzoyl)-1-naphthonitrile